C1CC\\2=NC1C3CCC(=N3)/C=C\\4/CCC(=N4)/C=C\\5/CC/C(=C2)/N5 The molecule is a tetrapyrrole fundamental parent that is the core macrocycle of vitamin B12. It has a role as a cofactor. It is a member of corrins and a tetrapyrrole fundamental parent.